FC1(CCC(NC1)CNC(C)=O)F N-(5,5-difluoro-piperidin-2-ylmethyl)-acetamide